3-acryloxypropyl-tribromosilane 3-(((trifluoromethyl)sulfonyl)oxy)-2,5-dihydro-1H-pyrrole-1-carboxylate FC(S(=O)(=O)OC=1CN(CC1)C(=O)O)(F)F.C(C=C)(=O)OCCC[Si](Br)(Br)Br